NCC(CNC(C1=C(C=C(C=C1)NC=1C=2N(C=CN1)C(=CN2)C2=C(C(=C(C=C2)OC)F)F)CC)=O)O N-(3-amino-2-hydroxypropyl)-4-[[3-(2,3-difluoro-4-methoxyphenyl)imidazo[1,2-a]pyrazin-8-yl]amino]-2-ethyl-benzamide